C(C)NC(=O)C1=CC=2N=C(N=C(C2O1)N1C(COCC1)=O)N1N=CC(=C1)C=1C=C(C=CC1)C N-ethyl-4-(3-oxomorpholino)-2-(4-(m-tolyl)-1H-pyrazol-1-yl)furo[3,2-d]pyrimidine-6-carboxamide